ClC=1C=C(CCN2CNCN=C2)C=CC1Cl (3,4-dichlorophenethyl)-1,2,3,4-tetrahydro-1,3,5-triazine